(+-)-3-(4-methoxyphenyl)-2-methylpropanal COC1=CC=C(C=C1)C[C@H](C=O)C |r|